ClC1=C(C=CC=C1)N1C(=NN=C1C1=NC=NC=C1)C1CC(C1)NC(=O)C1=NC=CC=C1F N-((1S,3r)-3-(4-(2-chlorophenyl)-5-(pyrimidin-4-yl)-4H-1,2,4-triazol-3-yl)cyclobutyl)-3-fluoropyridineamide